C/C/1=C\\C[C@@H]([C@@]2([C@H](O2)[C@@H]3[C@@H](CC1)C(=C)C(=O)O3)C)O The molecule is compound 524 in Scheme 3 from pmid:30468448. Produced by the same enzyme that produces CHEBI:144560 It derives from a parthenolide.